C(#C)C=1C=NC=C(C1)N1N=CC=C1 3-ethynyl-5-pyrazol-1-yl-pyridine